methyltetrazole CC1=NN=NN1